4-fluoro-phenylboronic acid FC1=CC=C(C=C1)B(O)O